C1(CC1)N1C(=NC(=C1)C(F)(F)F)C1=CC=C(C=C1)CN1C(C(=CC2=C1N=C(N=C2)C=2C(=NC=NC2OC)C2CC2)C=2C=NN(C2)C2CN(C2)C)=O 8-({4-[1-cyclopropyl-4-(trifluoromethyl)imidazol-2-yl]phenyl}methyl)-2-(4-cyclopropyl-6-methoxypyrimidin-5-yl)-6-[1-(1-methylazetidin-3-yl)pyrazol-4-yl]pyrido[2,3-d]pyrimidin-7-one